2-(5-((1R,4R,7R)-7-amino-2-azabicyclo[2.2.1]heptane-2-carbonyl)-7-fluoro-1-methyl-1H-benzo[d]imidazol-2-yl)-1-(cyclopropylmethyl)-6-methyl-6,8-dihydropyrrolo[2,3-e]indol-7(1H)-one N[C@H]1[C@@H]2N(C[C@H]1CC2)C(=O)C2=CC1=C(N(C(=N1)C1=CC=3C(=C4CC(N(C4=CC3)C)=O)N1CC1CC1)C)C(=C2)F